(R)-6-(3-(2,5-difluorophenyl)isoxazolidin-2-yl)-N-(3-methyl-4-(4-(4-methylpiperazine-1-yl)piperidin-1-yl)phenyl)pyrimidin-4-amine FC1=C(C=C(C=C1)F)[C@@H]1N(OCC1)C1=CC(=NC=N1)NC1=CC(=C(C=C1)N1CCC(CC1)N1CCN(CC1)C)C